3-(1H-indol-5-yl)-6-(6-methoxypyridin-3-yl)-1,4-dihydrothieno[2',3':4,5]cyclopenta[1,2-c]pyrazole N1C=CC2=CC(=CC=C12)C=1C2=C(NN1)C1=C(C2)SC(=C1)C=1C=NC(=CC1)OC